N-((6-(isoxazol-3-ylmethoxy)-5-methyl-1H-indol-2-yl)methyl)-1-methylcyclopropane-1-carboxamide O1N=C(C=C1)COC1=C(C=C2C=C(NC2=C1)CNC(=O)C1(CC1)C)C